isopropoxide titanium salt [Ti+4].CC([O-])C.CC([O-])C.CC([O-])C.CC([O-])C